(9H-fluoren-9-yl)methyl ((S)-1-(((S)-6-((diphenyl(p-tolyl)methyl)amino)-1-((4-(hydroxymethyl)phenyl)amino)-1-oxohexan-2-yl)amino)-1-oxo-3-phenylpropan-2-yl)carbamate C1(=CC=CC=C1)C(C1=CC=C(C=C1)C)(C1=CC=CC=C1)NCCCC[C@@H](C(=O)NC1=CC=C(C=C1)CO)NC([C@H](CC1=CC=CC=C1)NC(OCC1C2=CC=CC=C2C=2C=CC=CC12)=O)=O